ClC=1C=CC2=C(N=C(O2)C(=O)NC=2C=C(C=CC2)C2(N=CN(S(C2)(=O)=O)C)C)C1 5-(3-(5-chlorobenzo[d]oxazole-2-carboxamido)phenyl)-2,5-dimethyl-1,1-dioxo-1,2,4-thiadiazin